N-(benzenesulfonyl)acetamide C1(=CC=CC=C1)S(=O)(=O)NC(C)=O